CC1=NC=CC(=C1CO)C (2,4-dimethylpyridin-3-yl)methanol